rac-3-rel-trans-((3aS,6aR)-hexahydrocyclopenta[b]pyrrol-3a(1H)-yl)-5-(piperidin-1-ylmethyl)-5,6-dihydro-1,4,2-dioxazine N1[C@H]2[C@@](CC1)(CCC2)C2=NOC[C@H](O2)CN2CCCCC2 |o1:1,2,12|